C(C)N(C1=CC=C(C=C1)\C=C/1\C(/C(/CC1)=C/C1=CC=C(C=C1)N(CC)CC)=O)CC (2e,5e)-2,5-bis[(4-(diethylamino)phenyl)methylene]cyclopentanone